C1(=CC=CC=C1)C1C(N(CC1)C1=CC=CC=C1)=O phenyl-1-phenyl-pyrrolidone